C1CCC2=C(C=3CCCC3C=C12)NC(=O)N=[S@@](=O)(N)C1=C(C=C(C=C1)C(C)(C)O)C (S)-N'-(1,2,3,5,6,7-hexahydro-s-indacen-4-ylcarbamoyl)-4-(2-hydroxypropan-2-yl)-2-methyl-benzenesulfonimidamide